butyl (S)-4-(1-(tosyloxy)propan-2-yl)piperidine-1-carboxylate S(=O)(=O)(C1=CC=C(C)C=C1)OC[C@@H](C)C1CCN(CC1)C(=O)OCCCC